tert-butyl (R)-(1-(4-(3-aminooxetan-3-yl)phenyl)piperidin-3-yl)(cyclobutylmethyl)carbamate NC1(COC1)C1=CC=C(C=C1)N1C[C@@H](CCC1)N(C(OC(C)(C)C)=O)CC1CCC1